nona-6-ene-2-carboxylic acid methyl ester COC(=O)C(C)CCCC=CCC